BrC=1C(=NC(=CC1)NCCCC1=C(N=NC(=C1C)Cl)Cl)C(=O)O 3-bromo-6-[3-(3,6-dichloro-5-methyl-pyridazin-4-yl)propylamino]pyridine-2-carboxylic acid